CN1N=C(C=C1)CN1C(C=C(C2=C1N=C(N=C2)S(=O)(=O)C)C#C[Si](C(C)C)(C(C)C)C(C)C)=O 8-((1-Methyl-1H-pyrazol-3-yl)methyl)-2-(methylsulfonyl)-5-((triisopropylsilyl)ethynyl)pyrido[2,3-d]pyrimidin-7(8H)-one